P(=O)(OC)(OCCCCO)O methyl 4-hydroxybutyl hydrogen phosphate